4-[2-nitrophenyl]-1,2,3,6-tetrahydropyrimidin-2-on [N+](=O)([O-])C1=C(C=CC=C1)C=1NC(NCC1)=O